C(C)C1(CC1)C1=C(C=C2C=NC(=NN21)N[C@H]2[C@@H](COCC2)O)C#N 7-(1-ethylcyclopropyl)-2-(((3S,4R)-3-hydroxytetrahydro-2H-pyran-4-yl)amino)pyrrolo[2,1-f][1,2,4]triazine-6-carbonitrile